furoic acid ethyl ester C(C)OC(=O)C=1OC=CC1